2-oxo-2-((5,6,7,8-tetrahydroquinolin-3-yl)amino)acetic acid O=C(C(=O)O)NC=1C=NC=2CCCCC2C1